C1(CC(C(CC1)C(C)C)OC(C)O)C menthoxyethanol